1-(2-((tert-butyldimethylsilyl)oxy)ethyl)-7-chloro-3-iodo-1H-pyrazolo[3,4-c]pyridine [Si](C)(C)(C(C)(C)C)OCCN1N=C(C=2C1=C(N=CC2)Cl)I